Cl.N[C@H](C)C1=CC2=NC(=CC(=C2S1)NCC=1OC=CC1)Cl 2-[(1R)-1-aminoethyl]-5-chloro-N-[(furan-2-yl)methyl]thieno[3,2-b]pyridin-7-amine hydrochloride